BrC=1C=C2N(N=CC(=C2NC2CCN(CC2)C)C(=NC2=C(C=C(C=C2)O[Si](C)(C)C(C)(C)C)CC)N)C1 6-bromo-N'-[4-[tert-butyl(dimethyl)silyl]oxy-2-ethyl-phenyl]-4-[(1-methyl-4-piperidyl)amino]pyrrolo[1,2-b]pyridazine-3-carboxamidine